[Al].O.[Si] silicon water aluminum